COC(CC[C@@H](C(=O)N[C@@H](CC1=CC=CC=C1)C(=O)O)NC([C@H](CCCCNC(\C=C\C=1C=NC=CC1)=O)NC(CC1=CC=C(C=C1)NC(=O)NC1=C(C=CC=C1)C)=O)=O)=O ((S)-5-methoxy-5-oxo-2-((S)-6-((E)-3-(pyridin-3-yl)acrylamido)-2-(2-(4-(3-(o-tolyl)ureido)phenyl)acetamido)hexanamido)pentanoyl)-L-phenylalanine